C(C)(C)(C)OC(=O)N1CCC2(CC1)CCC(CC2)N2CCN(CC2)C(=O)OCC2=CC=CC=C2 9-(4-((benzyloxy)carbonyl)piperazin-1-yl)-3-azaspiro[5.5]undecane-3-carboxylic acid tert-butyl ester